6-amino-3,3-dimethyldimethylisobenzofuran-1(3H)-one NC1=C(C(=C2C(OC(C2=C1)=O)(C)C)C)C